1-(2,6-difluorophenyl)-4-((4-((2,2,2-trifluoroethyl)carbamoyl)phenyl)amino)-1H-pyrazole-3-carboxamide FC1=C(C(=CC=C1)F)N1N=C(C(=C1)NC1=CC=C(C=C1)C(NCC(F)(F)F)=O)C(=O)N